2-dodecyl-ethanesulfonic acid C(CCCCCCCCCCC)CCS(=O)(=O)O